3-methoxybenzoylamino-piperazine-1-carboxylate COC=1C=C(C(=O)NC2N(CCNC2)C(=O)[O-])C=CC1